2-chloro-2-(2-chlorophenyl)acetic acid ClC(C(=O)O)C1=C(C=CC=C1)Cl